C(N)(=O)C1=CC2=C(N(C(=N2)NC(=O)C=2N(C3=CC=CC=C3C2)C)C/C=C/CN2C(=NC3=C2C(=CC(=C3)C(=O)N)C)NC(=O)C=3N(C2=CC=CC=C2C3)C)C=C1 (E)-1-(4-(5-carbamoyl-2-(1-methyl-1H-indole-2-carboxamido)-1H-benzo[d]imidazol-1-yl)but-2-en-1-yl)-7-methyl-2-(1-methyl-1H-indole-2-carboxamido)-1H-benzo[d]imidazole-5-carboxamide